N-(4-((2S,3R,4S)-1-acetyl-2-ethyl-3-methyl-4-(4-phenyl-1H-1,2,3-triazol-1-yl)-1,2,3,4-tetrahydroquinolin-6-yl)phenyl)hex-5-enamide C(C)(=O)N1[C@H]([C@H]([C@@H](C2=CC(=CC=C12)C1=CC=C(C=C1)NC(CCCC=C)=O)N1N=NC(=C1)C1=CC=CC=C1)C)CC